7-[[5-[(2S)-2-[(cyclopropyl-amino)meth-yl]morpholin-4-yl]-2-pyridyl]amino]-4-(7-fluoro-imidazo[1,2-a]pyridin-3-yl)isoindolin-1-one C1(CC1)NC[C@H]1CN(CCO1)C=1C=CC(=NC1)NC=1C=CC(=C2CNC(C12)=O)C1=CN=C2N1C=CC(=C2)F